5-(4-(1-(6-(benzyloxy)-5-methylpyrazin-2-yl)pyrrolidin-3-yl)piperazin-1-yl)-6-fluoro-N-methylpicolinamide C(C1=CC=CC=C1)OC1=C(N=CC(=N1)N1CC(CC1)N1CCN(CC1)C=1C=CC(=NC1F)C(=O)NC)C